C(C)(C)C1=C(NC2=CC=C(C=C12)C1CN(C1)C1COCC1)C=1C(=C(C=2N(C1)C=NN2)C)C 6-(3-isopropyl-5-(1-(tetrahydrofuran-3-yl)azetidin-3-yl)-1H-indol-2-yl)-7,8-dimethyl-[1,2,4]triazolo[4,3-a]pyridine